C(C)(C)(C)OC(=O)N1CCN(CC1)N1C=C2C(=NN=C(C2=CC1=O)C)N1N=CN=C1 4-(1-Methyl-7-oxo-4-(1H-1,2,4-triazol-1-yl)pyrido[3,4-d]pyridazin-6(7H)-yl)piperazine-1-carboxylic acid tert-butyl ester